4-METHYL-2-OXO-2,3-DIHYDROBENZO[D]OXAZOL-6-YLBORONIC ACID CC1=CC(=CC2=C1NC(O2)=O)B(O)O